CC(CC(C(C(C(=O)O)(CC(CC)(C)C)CC(CC)(C)C)(O)C(=O)O)C(=O)O)(CC)C.IC1=CC=C(C=C1)C1N(CCC(C1)N1C(NC2=C1C=CC=C2C=2NC=CC2)=O)C(=O)N (4-iodophenyl)-4-[2-oxo-4-(1H-pyrrol-2-yl)-2,3-dihydro-1H-1,3-benzodiazol-1-yl]piperidine-1-carboxamide tri(2,2-dimethyl-1-butyl)citrate